2-[(2S)-4-[8-(2-fluoro-1-naphthyl)-2-[[(2S)-1-methylpyrrolidin-2-yl]methoxy]-5,6,7,9-tetrahydropyrimido[4,5-c]azepin-4-yl]piperazin-2-yl]acetonitrile FC1=C(C2=CC=CC=C2C=C1)N1CC2=C(CCC1)C(=NC(=N2)OC[C@H]2N(CCC2)C)N2C[C@@H](NCC2)CC#N